(((5z,8z,11z,14z,17z)-1-ethoxyeicosa-5,8,11,14,17-pentaen-1-yl)oxy)triethylsilane C(C)OC(CCC\C=C/C\C=C/C\C=C/C\C=C/C\C=C/CC)O[Si](CC)(CC)CC